OC=1C(=CC(=NC1)C)C=1N=C(N(C1)COCC[Si](C)(C)C)C(=O)O (5-hydroxy-2-methylpyridin-4-yl)-1-((2-(trimethylsilyl)ethoxy)methyl)-1H-imidazole-2-carboxylic acid